C1=C2C3=C(COC2=CC(=C1)O)C=C(C=C3)O 6H-benzo[c]chromene-3,8-diol